(1-(6-(1H-imidazole-1-yl)pyridin-2-yl)piperidin-4-yl)methyl-4-methylbenzenesulfonate N1(C=NC=C1)C1=CC=CC(=N1)N1CCC(CC1)COS(=O)(=O)C1=CC=C(C=C1)C